phenyl phosphate isothiocyanate (phenyl-phosphoroisothiocyanatidate) C1(=CC=CC=C1)S=C=NP([O-])([O-])=O.[N-]=C=S.P(=O)(OC1=CC=CC=C1)([O-])[O-]